S1(OCC23N1C(CN(C2)C(=O)OCC2=CC=CC=C2)CC3)=O benzyl dihydro-3H-3a,7-ethano[1,2,3]oxathiazolo[3,4-a]pyrazine-5(4H)-carboxylate 1-oxide